C1(=CC=CC=C1)S(=O)(=O)O.NC1CCN(CC1)C=1N(C(C(=C(N1)C1=CC(=C(C#N)C=C1)F)C1=CC(=C(C=C1)OC)F)=O)C 4-[2-(4-amino-piperidin-1-yl)-5-(3-fluoro-4-methoxy-phenyl)-1-methyl-6-oxo-1,6-dihydro-pyrimidin-4-yl]-2-fluorobenzonitrile benzenesulfonate